3-[(5S,7S)-7-fluoro-5-phenyl-6,7-dihydro-5H-pyrrolo[1,2-b][1,2,4]triazol-2-yl]triazolo[4,5-c]pyridine F[C@H]1C[C@H](N2N=C(N=C21)N2N=NC1=C2C=NC=C1)C1=CC=CC=C1